CC1=NN(C=C1B1OC(C(O1)(C)C)(C)C)CCO 2-[3-methyl-4-(4,4,5,5-tetramethyl-1,3,2-dioxaborolan-2-yl)pyrazol-1-yl]ethanol